(R)-N-(5-(5-(1-(3,5-Dichloropyridin-4-yl)ethoxy)-1H-indazol-3-yl)-2-methoxypyridin-3-yl)-4-methylpiperazine-1-carboxamide ClC=1C=NC=C(C1[C@@H](C)OC=1C=C2C(=NNC2=CC1)C=1C=C(C(=NC1)OC)NC(=O)N1CCN(CC1)C)Cl